3-butyl-8-methoxy-2,3-dihydro-1,5-benzothiazepine-4(5H)-one C(CCC)C1CSC2=C(NC1=O)C=CC(=C2)OC